ClC1=C(C(=O)N)C=C(C=C1)CN1N=NC(=C1)C1=C(N=C2N1C=CC=C2)C2=CC=C(C=C2)Cl 2-Chloro-5-((4-(2-(4-chlorophenyl)imidazo[1,2-a]pyridin-3-yl)-1H-1,2,3-triazol-1-yl)methyl)benzamid